2-(2-isopropylpyridin-3-yl)-9-(4-(5-methyl-3-(trifluoromethyl)-1H-pyrazol-1-yl)benzyl)-7,9-dihydro-8H-purin-8-one C(C)(C)C1=NC=CC=C1C1=NC=C2NC(N(C2=N1)CC1=CC=C(C=C1)N1N=C(C=C1C)C(F)(F)F)=O